2-((1-(2-(4,4-dimethylpiperidin-1-yl)-6-methyl-4-oxo-4H-chromen-8-yl)ethyl)amino)-4,5-dimethylbenzoic acid CC1(CCN(CC1)C=1OC2=C(C=C(C=C2C(C1)=O)C)C(C)NC1=C(C(=O)O)C=C(C(=C1)C)C)C